NC1=NC=C(C=C1OC=1C=C(C=CC1)NC(C1=CC(=CC=C1)C1(CCCC1)O)=O)Cl N-(3-((2-amino-5-chloropyridin-3-yl)oxy)phenyl)-3-(1-hydroxy-cyclopentyl)benzamide